3-[(9z,12z)-octadec-9,12-dien-1-yloxy]propan-1-amine C(CCCCCCC\C=C/C\C=C/CCCCC)OCCCN